[2-(2,4-dimethylphenylsulfanyl)phenyl]piperazine CC1=C(C=CC(=C1)C)SC1=C(C=CC=C1)N1CCNCC1